(3R)-6-acetyl-3-(4-chlorophenyl)-2-[(5-chloropyridin-2-yl)methyl]-4-fluoro-3-({1-[hydroxy(2H2)methyl]cyclopropyl}(2H2)methoxy)-2,3-dihydro-1H-isoindol-1-one C(C)(=O)C1=CC(=C2[C@](N(C(C2=C1)=O)CC1=NC=C(C=C1)Cl)(OC([2H])([2H])C1(CC1)C([2H])([2H])O)C1=CC=C(C=C1)Cl)F